COC1=CC=C(CN2N=C(N=C2C2OCCCC2)CC2=CC=C(C=C2)OC)C=C1 1,3-bis(4-methoxybenzyl)-5-(tetrahydro-2H-pyran-2-yl)-1H-1,2,4-triazole